1-(1-(6,7-difluoro-4-oxo-3,4-dihydrophthalazin-1-yl)ethyl)-1-methylurea FC=1C=C2C(NN=C(C2=CC1F)C(C)N(C(=O)N)C)=O